C(C)(C)(C)OOC(C)(C)C1=CC(=CC=C1)C(C)(C)OOC(C)(C)C 1,3-bis[(tert-butylperoxy)isopropyl]benzene